isononyl methacrylate isodecyl-methacrylate C(CCCCCCC(C)C)OC(C(=C)C)=O.C(C(=C)C)(=O)OCCCCCCC(C)C